5-(3,6-dihydro-2H-pyran-4-yl)-4-((5-((3R,5S)-3,5-dimethylpiperazin-1-yl)pyridin-3-yl)methoxy)-7H-pyrrolo[2,3-d]pyrimidine O1CCC(=CC1)C1=CNC=2N=CN=C(C21)OCC=2C=NC=C(C2)N2C[C@H](N[C@H](C2)C)C